CO[C@@H]1CNCCC1 (3S)-3-methoxypiperidine